O=C1NC(CCC1N1C(C2=CC=C(C=C2C1=O)CN1CCN(CC1)C1=CC(=C(C=C1C)NC1=NC=C(C(=C1)NC1=C(C(=O)NC)C=CC=C1)C(F)(F)F)OC(C)C)=O)=O 2-((2-((4-(4-((2-(2,6-dioxopiperidin-3-yl)-1,3-dioxoisoindolin-5-yl)methyl)piperazin-1-yl)-2-isopropoxy-5-methylphenyl)amino)-5-(trifluoromethyl)pyridin-4-yl)amino)-N-methylbenzamide